5'-Chloro-4'-(4-chloro-α-cyanobenzyl)-3,5-diiodo-2'-methylsalicylanilide ClC=1C(=CC(=C(NC(C=2C(O)=C(C=C(C2)I)I)=O)C1)C)C(C1=CC=C(C=C1)Cl)C#N